CC1=NN2C(N=C(C=C2N2CCOCC2)N2N=C(C=C2)C=2C=C(C=CC2)C)=C1 4-(2-methyl-5-(3-(m-tolyl)-1H-pyrazol-1-yl)pyrazolo[1,5-a]pyrimidin-7-yl)morpholine